BrC1=CC=C(C=C1)C1=C(C#N)C(=CC(=N1)C1CCC(CC1)COC)Cl (4-bromophenyl)-4-chloro-6-((1r,4r)-4-(methoxymethyl)cyclohexyl)nicotinonitrile